L-p-hydroxyphenylglycine OC1=CC=C([C@H](N)C(=O)O)C=C1